3-amino-5,5,7-trifluoro-8-(5-pyrrolidin-1-yl-1,3,4-oxadiazol-2-yl)-1-[[4-[5-(trifluoromethyl)-1,2,4-oxadiazol-3-yl]phenyl]methyl]-3,4-dihydro-1-benzazepin-2-one NC1C(N(C2=C(C(C1)(F)F)C=C(C(=C2)C=2OC(=NN2)N2CCCC2)F)CC2=CC=C(C=C2)C2=NOC(=N2)C(F)(F)F)=O